N-(beta-hydroxyethyl)-2-methyl-ethylenediamine hydrochloride Cl.OCCNCC(N)C